N1(CCC1)C1CCN(CC1)C1=C(C=C(C=C1)NC=1N=C(C2=C(N1)SC=C2C)NC=2C=C(C=CC2)C(C)(C)O)CO 2-(3-((2-((4-(4-(azetidin-1-yl)piperidin-1-yl)-3-(hydroxymethyl)phenyl)amino)-5-methylthieno[2,3-d]pyrimidin-4-yl)amino)phenyl)propan-2-ol